C(C)C=1C(NC=2C=C(C=NC2C1)CN1CC(C1)OC=1C=CC(=NC1)C(=O)NC)=O 5-({1-[(7-ethyl-6-oxo-5H-1,5-naphthyridin-3-yl)methyl]azetidin-3-yl}oxy)-N-methylpyridine-2-carboxamide